acetamido-2'-methyl-[1,1'-biphenyl]-4-carboxylic acid C(C)(=O)NC1=C(C=CC(=C1)C(=O)O)C1=C(C=CC=C1)C